C1N(CCC2=CC=CC=C12)[C@@H](C(F)(F)F)C=1OC=C(C(C1)=O)OCC1CCN(CC1)S(=O)(=O)C (R)-2-(1-(3,4-dihydroisoquinolin-2(1H)-yl)-2,2,2-trifluoroethyl)-5-((1-(methylsulfonyl)piperidin-4-yl)methoxy)-4H-pyran-4-one